1,3,5-tris(1-phenyl-1H-benzoimidazol-2-yl)benzene C1(=CC=CC=C1)N1C(=NC2=C1C=CC=C2)C2=CC(=CC(=C2)C2=NC1=C(N2C2=CC=CC=C2)C=CC=C1)C1=NC2=C(N1C1=CC=CC=C1)C=CC=C2